FC1=NC(=C(C=C1N1C(=NC2=C(C1=O)SC=N2)SCC2=C(C=C(C=C2F)F)F)F)OC 6-(2,5-Difluoro-6-methoxypyridin-3-yl)-5-((2,4,6-trifluorobenzyl)thio)thiazolo[4,5-d]pyrimidin-7(6H)-one